ClC=1C=C2CCN(CC2=C(C1)[C@H]1N(CCC1)C(=O)OC(C)(C)C)C(=O)N1C[C@H](CC1)OC tert-butyl (S)-2-(6-chloro-2-((S)-3-methoxypyrrolidine-1-carbonyl)-1,2,3,4-tetrahydroisoquinolin-8-yl)pyrrolidine-1-carboxylate